FC1=C(CON=C2CCCC=3N=C(SC32)N3CCN(CC3)C(CN3N=C(C=C3C)C(F)(F)F)=O)C=CC=C1 2-{4-[2-(5-methyl-3-trifluoromethyl-pyrazol-1-yl)-acetyl]-piperazin-1-yl}-5,6-dihydro-4H-benzothiazol-7-one-O-(2-fluoro-benzyl) oxime